Cl.N[C@H]1COC2=C(NC1=O)C=CC=C2 (3S)-3-amino-2,3,4,5-tetrahydro-1,5-benzoxazepin-4-one hydrochloride